C(C)(C)[P+](C1=CC=CC=C1)(C1=CC=CC=C1)C1=CC=CC=C1 Isopropyl-(triphenyl)phosphonium